(10R)-10-(4-tert-butylphenyl)-6-(2,6-dimethylphenyl)-9-oxa-2λ6-thia-3,5,12,19-tetraazatricyclo[12.3.1.14,8]nonadeca-1(18),4,6,8(19),14,16-hexaene-2,2,13-trione C(C)(C)(C)C1=CC=C(C=C1)[C@H]1OC=2C=C(N=C(NS(C=3C=CC=C(C(NC1)=O)C3)(=O)=O)N2)C2=C(C=CC=C2C)C